(3S,4R)-1-(2,2-difluoroethyl)-3-fluoropiperidin-4-yl (8-amino-7-fluoro-6-(8-methyl-2,3-dihydro-1H-pyrido[2,3-b][1,4]oxazin-7-yl)isoquinolin-3-yl)carbamate NC=1C(=C(C=C2C=C(N=CC12)NC(O[C@H]1[C@H](CN(CC1)CC(F)F)F)=O)C1=C(C2=C(OCCN2)N=C1)C)F